monododecylether C(CCCCCCCCCCC)OCCCCCCCCCCCC